CC=1C(SSC1)=O 4-methyl-3H-1,2-dithiol-3-one